N-(2-((chlorophenyl)amino)-2-oxoethyl)-1H-indole-3-carboxamide ClC1=C(C=CC=C1)NC(CNC(=O)C1=CNC2=CC=CC=C12)=O